Cl.CC1(C[C@H](C(N1)=O)C[C@@H](C(=O)OC)NC(=O)[C@H]1NCC2(C1)CCCCC2)C (S)-methyl 3-((R)-5,5-dimethyl-2-oxopyrrolidin-3-yl)-2-((S)-2-azaspiro[4.5]decane-3-carboxamido)propanoate hydrochloride